(tert-butyldimethylsilyl)-Z-serinate [Si](C)(C)(C(C)(C)C)N[C@@H](CO)C(=O)[O-]